4-((7-(2-((5-Bromo-3-(2,2-difluoroethyl)-2,6-dioxo-3,6-dihydropyrimidine-1(2H)-yl)methyl)thieno[3,2-b]pyridin-7-yl)-5-chloro-1H-indol-1-yl)methyl)piperidine-4-carbonitrile BrC1=CN(C(N(C1=O)CC1=CC2=NC=CC(=C2S1)C=1C=C(C=C2C=CN(C12)CC1(CCNCC1)C#N)Cl)=O)CC(F)F